(3,5-dibromo-1H-pyrazol-1-yl)acetic acid BrC1=NN(C(=C1)Br)CC(=O)O